tert-Butyl (3R)-3-[[4-(2-cyanoacetyl)-3-methoxy-phenyl]methoxy]pyrrolidine-1-carboxylate C(#N)CC(=O)C1=C(C=C(C=C1)CO[C@H]1CN(CC1)C(=O)OC(C)(C)C)OC